C(C)C=1N=C2N(C=C(C=C2)N2CCN(CC2)CC(=O)N2CC(CC2)NC(C)=O)C1N(C)C=1SC=C(N1)C1=CC=C(C=C1)F N-(1-(2-(4-(2-ethyl-3-((4-(4-fluorophenyl)thiazol-2-yl)(methyl)amino)imidazo[1,2-a]pyridin-6-yl)piperazin-1-yl)acetoyl)pyrrolidin-3-yl)acetamide